C(C1=CC=CC=C1)N(CCC(=O)O)C(=O)OC(C)(C)C 3-{benzyl[(tert-butoxy)carbonyl]amino}propanoic acid